[Si](C)(C)(C(C)(C)C)OC[C@](CCCC)(C)NC1=C(C(=NC2=CC=CN=C12)NCC1=C(C=C(C=C1)OC)OC)C(=O)O (R)-4-((1-((tert-butyldimethylsilyl)oxy)-2-methylhex-2-yl)amino)-2-((2,4-dimethoxybenzyl)amino)-1,5-naphthyridine-3-carboxylic acid